BrC=1C=C/C(/NC1)=N/NC(=O)[C@@H]1C[C@@H](CCC1)NC(OC(C)(C)C)=O tert-butyl N-[(1R,3S)-3-[[(Z)-(5-bromo-1H-pyridin-2-ylidene)amino]carbamoyl]cyclohexyl]carbamate